2-(4-methylphenyl)acetophenone CC1=CC=C(C=C1)CC(=O)C1=CC=CC=C1